2,2-bis[4-(glycidoxy)phenyl]propane 2,6-dichloro-4-(1,1,3,3-tetramethylbutyl)phenoxyacetate ClC1=C(OCC(=O)O)C(=CC(=C1)C(CC(C)(C)C)(C)C)Cl.C(C1CO1)OC1=CC=C(C=C1)C(C)(C)C1=CC=C(C=C1)OCC1CO1